CC(O)N=[N+]([O-])CO methyl-azoxycarbinol